C(C1=CC=CC=C1)OC1=NC(=CC=C1C1=CC(=C(C=C1)N1CCC(CC1)C1=CC=C(C=C1)OC)Cl)OCC1=CC=CC=C1 2,6-dibenzyloxy-3-[3-chloro-4-[4-(4-methoxyphenyl)-1-piperidyl]phenyl]pyridine